C(C)(=O)[O-].C1(=CC=CC=C1)C=1N=CC(=NC1C1=CC=CC=C1)N(CCCCO[Ca+])C(C)C {4-[(5,6-diphenylpyrazin-2-yl)(prop-2-yl)amino]butoxy}calcium acetate